C(C)[Sn][Si](C)(C)C ethyltrimethylsilyltin